α-methylglutaric acid CC(C(=O)O)CCC(=O)O